(4-chloro-2-ethylbenzofuran-3-yl)(3,5-dibromo-4-hydroxyphenyl)methanone ClC1=CC=CC2=C1C(=C(O2)CC)C(=O)C2=CC(=C(C(=C2)Br)O)Br